FC=1C=C(C(=O)N[C@@H]2CN[C@H](CC2)C=2OC(=NN2)OCCOC(F)(F)F)C=CC1C(F)(F)F 3-fluoro-N-[(3S,6R)-6-{5-[2-(trifluoro-methoxy)ethoxy]-1,3,4-oxadiazol-2-yl}piperidin-3-yl]-4-(trifluoro-methyl)benzamide